[N+](=O)([O-])C=1C=NN(C1)C1CN(CC1)C(=O)OC(C)(C)C tert-butyl 3-(4-nitro-1H-pyrazol-1-yl)pyrrolidine-1-carboxylate